[6-(1-Ethylazetidin-3-yl)pyridazin-3-yl]-5-{2-methylpyrazolo[1,5-a]pyridin-5-yl}phenol C(C)N1CC(C1)C1=CC=C(N=N1)C1=C(C=C(C=C1)C1=CC=2N(C=C1)N=C(C2)C)O